6-bromo-7-chloronaphthalene BrC=1C=C2C=CC=CC2=CC1Cl